NCCOCCNC(C1=C(C=C(C=C1)NC=1C=2N(C=CN1)C(=CN2)C=2C(=NN(C2)CC#N)C(F)(F)F)F)=O N-(2-(2-aminoethoxy)ethyl)-4-((3-(1-(cyanomethyl)-3-(trifluoromethyl)-1H-pyrazol-4-yl)imidazo[1,2-a]pyrazin-8-yl)amino)-2-fluorobenzamide